3,5-dichloro-4-(trifluoromethoxy)phenol ClC=1C=C(C=C(C1OC(F)(F)F)Cl)O